Cl.CC1(CC=2C(=CN=C(C2)C=2N=C(SC2)NC2=NC=C(C=C2NC)C(F)(F)F)O1)C N2-(4-(2,2-dimethyl-2,3-dihydrofuro[2,3-c]pyridin-5-yl)thiazol-2-yl)-N3-methyl-5-(trifluoromethyl)pyridin-2,3-diamine hydrochloride